ClC1=C(OCC=2C=CC(=C(C(=O)OC)C2)F)C=CC(=C1)C(F)(F)F methyl 5-((2-chloro-4-(trifluoromethyl) phenoxy) methyl)-2-fluorobenzoate